1-[3-(2,5-dimethylpyrrolidine-1-yl)propyl]-2,5-dimethylpyrrolidine CC1N(C(CC1)C)CCCN1C(CCC1C)C